(1R,4R)-N4-{2-[3-(2-amino-4-methane-sulfonylphenoxy)prop-1-yn-1-yl]-1-(2,2,2-trifluoroethyl)-1H-indol-4-yl}-N1,N1-dimethylcyclohexane-1,4-diamine NC1=C(OCC#CC=2N(C3=CC=CC(=C3C2)NC2CCC(CC2)N(C)C)CC(F)(F)F)C=CC(=C1)S(=O)(=O)C